3-(1-(2-(3,3-difluoropyrrolidin-1-yl)-2-oxoethyl)-1H-indol-5-yl)-1,5,6,7,8,9-hexahydro-2H-cyclohepta[4,5]thieno[2,3-d]pyrimidine-2,4(3H)-dione FC1(CN(CC1)C(CN1C=CC2=CC(=CC=C12)N1C(NC2=C(C1=O)C1=C(S2)CCCCC1)=O)=O)F